BrC1=CC(=C(OCC2=NC=CC=C2)C=C1)F 2-((4-bromo-2-fluorophenoxy)methyl)pyridine